CC(CCCCCCC)=O cis-2-nonanal